1-(1-methoxyethyl)-3-nitrobenzene COC(C)C1=CC(=CC=C1)[N+](=O)[O-]